(1R,5S)-3-(4-ethoxycarbonyl-5-methyl-triazol-1-yl)-8-azabicyclo[3.2.1]octane-8-carboxylic acid tert-butyl ester C(C)(C)(C)OC(=O)N1[C@H]2CC(C[C@@H]1CC2)N2N=NC(=C2C)C(=O)OCC